N-{2-[4-(1,3-Benzoxazol-2-yloxy)piperidin-1-yl]-2-[4-(difluoromethyl)-1,3-thiazol-5-yl]ethyl}-2-chloro-6-fluorobenzamide O1C(=NC2=C1C=CC=C2)OC2CCN(CC2)C(CNC(C2=C(C=CC=C2F)Cl)=O)C2=C(N=CS2)C(F)F